C(CN(C(C)=O)C(=O)C)N(C(C)=O)C(=O)C N,N'-ethylenebis(diacetamide)